2-[(2R)-3-(3,4-dihydro-1H-isoquinolin-2-yl)-2-hydroxy-propyl]-6-[4-(dimethylamino)-1-piperidinyl]-4,4-dimethyl-3H-isoquinolin-1-one C1N(CCC2=CC=CC=C12)C[C@H](CN1C(C2=CC=C(C=C2C(C1)(C)C)N1CCC(CC1)N(C)C)=O)O